CC1=CC(=CC(=C1O)C/C=C(\\C)/CC(=O)/C=C(/C)\\CCCC(C)C(=O)C(C=C(C)C)O)OC The molecule is a meroterpenoid that is hexadeca-2,6,14-triene-5,12-dione substituted by a hydroxy group at position 13, a 2-hydroxy-5-methoxy-3-methylphenyl group at position 1 and methyl groups at positions 3, 7, 11 and 15. Isolated from Halidrys siliquosa, it exhibits antibacterial and antifouling activities. It has a role as a metabolite, an antifouling biocide and an antibacterial agent. It is a meroterpenoid, a member of phenols, an aromatic ether, an enone, a secondary alcohol and a secondary alpha-hydroxy ketone.